C(C)N1C(=NC2=CC=C(C=C2C1=O)F)C(CCC)C1CCN(CCC1)C 3-ethyl-6-fluoro-2-(1-(1-methylazepan-4-yl)butyl)quinazolin-4(3H)-one